ethyl (R)-1-((4-(N,N-diethylsulfamoyl)-3-fluorophenyl)sulfonyl)piperidine-3-carboxylate C(C)N(S(=O)(=O)C1=C(C=C(C=C1)S(=O)(=O)N1C[C@@H](CCC1)C(=O)OCC)F)CC